N=1C=CNCCC1 5,6-dihydro-[1,4]diazepin